CC1=C(C(=O)C=2C=C3C=4C=C(C=CC4N(C3=CC2)CC)C(C(CC2CCCC2)=O)=O)C=CC=C1 1-[6-(2-methylbenzoyl)-9-ethylcarbazol-3-yl]-(3-cyclopentyl)-propane-1,2-dione